1-[4-[1-[4-hydroxy-3,5-bis(methoxymethyl)phenyl]-1-methylethyl]phenyl]ethylene OC1=C(C=C(C=C1COC)C(C)(C)C1=CC=C(C=C1)C=C)COC